1-[5-[1-[(3S)-3-(1H-Triazol-5-yl)pyrrolidine-1-carbonyl]azetidin-3-yl]-2-pyridyl]cyclobutanecarbonitrile N1N=NC=C1[C@@H]1CN(CC1)C(=O)N1CC(C1)C=1C=CC(=NC1)C1(CCC1)C#N